1,3,3,5,5,7,7,9-Octamethyl-1,1,9,9-tetraphenylpentasiloxan C[Si](O[Si](O[Si](O[Si](O[Si](C1=CC=CC=C1)(C1=CC=CC=C1)C)(C)C)(C)C)(C)C)(C1=CC=CC=C1)C1=CC=CC=C1